ClC1=C(COCC(CN2N=C(C=CC2=O)C2=CC=CC=C2)O)C=CC=C1 2-(3-((2-chlorobenzyl)oxy)-2-hydroxypropyl)-6-phenylpyridazin-3(2H)-one